ClC1=CC=C(C=N1)NC(=O)N[C@@H]1/C(/NC[C@H]1C1=C(C=C(C=C1F)OC)F)=N/OCCO |o1:11,15| (-)-1-(6-chloropyridin-3-yl)-3-{(3S*,4R*,Z)-4-(2,6-difluoro-4-methoxyphenyl)-2-[(2-hydroxyethoxy)imino]pyrrolidin-3-yl}urea